N[C@H](C(=O)NC1=CC=C(C=C1)C=1N=CN(C1C(F)(F)F)C)C1CCCCC1 (2S)-2-amino-2-cyclohexyl-N-[4-[1-methyl-5-(trifluoromethyl)imidazol-4-yl]-phenyl]acetamide